1-[5-butyl-1-[4-(trifluoromethoxy)phenyl]pyrazol-3-yl]piperazine C(CCC)C1=CC(=NN1C1=CC=C(C=C1)OC(F)(F)F)N1CCNCC1